ClC=1C=C(C=CC1C1=CC=C(C=C1)N1C(CNCC1)C(C(C)(C)C)=O)CC(=O)N 3-chloro-4-[4-(2,2-dimethylpropanoyl-1-piperazinyl)phenyl]-2-phenylacetamide